[Br-].C(CCC)N1C(C=CC=C1)C L-1-butyl-2-methyl-pyridine bromide